CC=1C(N(C(C1)=O)C1=C(C=CC=2C(C=CC(C12)=O)=O)C)=O 3-methyl-1-(2-methyl-5,8-dioxo-5,8-dihydronaphthalen-1-yl)-1H-pyrrole-2,5-dione